2-(2-(1,4-dimethyl-1H-1,2,3-triazol-5-yl)-4-(phenyl-(tetrahydro-2H-pyran-4-yl)methyl)-4H-thieno[2',3':4,5]pyrrolo[3,2-b]pyridin-6-yl)propan-2-ol CN1N=NC(=C1C1=CC2=C(C3=NC=C(C=C3N2C(C2CCOCC2)C2=CC=CC=C2)C(C)(C)O)S1)C